ClC1=C(C=C(OCCCC2=C(N(C3=C(C=CC=C23)C=2C(=NNC2C)C)CCN2CCOCC2)C(=O)O)C=C1C)C 3-(3-(4-chloro-3,5-dimethylphenoxy)propyl)-7-(3,5-dimethyl-1H-pyrazol-4-yl)-1-(2-morpholinoethyl)-1H-indole-2-carboxylic acid